CC1=C(C=C2N(C(C=3N(C2=C1)C=CN3)=O)C=3C(=NC=CC3)C)C(F)(F)F (Sa)-8-methyl-5-(2-methylpyridin-3-yl)-7-(trifluoromethyl)imidazo[1,2-a]Quinoxaline-4(5H)-on